2-((2-chloro-3-(1-methyl-1H-pyrazol-3-yl)phenyl)mercapto)pteridine ClC1=C(C=CC=C1C1=NN(C=C1)C)SC1=NC2=NC=CN=C2C=N1